C1N(CC12CCNC2)C2=CC=C(C=N2)C2=NNC1=CC=C(C=C21)O[C@H](C)C2=C(C=NC=C2Cl)Cl 3-[6-(2,7-diazaspiro[3.4]octan-2-yl)-3-pyridyl]-5-[(1R)-1-(3,5-dichloro-4-pyridyl)ethoxy]-1H-indazole